1,2-di(pyridin-4-yl)ethane hydrate O.N1=CC=C(C=C1)CCC1=CC=NC=C1